FC1=C(C=CC(=C1)OCC(C1=CC=C(C=C1)C)=O)N1C(C=2CCCCC2C1=O)=O 2-(2-fluoro-4-(2-oxo-2-(4-tolyl)ethoxy)phenyl)-4,5,6,7-tetrahydro-1H-isoindole-1,3(2H)-dione